FC1=C(C(=CC(=C1)CN1CCC(CC1)O)O)N1CC(NS1(=O)=O)=O 5-[2-fluoro-6-hydroxy-4-[(4-hydroxy-1-piperidyl)methyl]phenyl]-1,1-dioxo-1,2,5-thiadiazolidin-3-one